sodium monododecyl monoethyl maleate C(\C=C/C(=O)OCC)(=O)OCCCCCCCCCCCC.[Na]